(8-methoxyquinolin-5-yl)boronic acid COC=1C=CC(=C2C=CC=NC12)B(O)O